Propyl 1-methyl-3-((2-((7-(5-methyl-1,2,4-oxadiazol-3-yl)isoquinolin-1-yl)amino)ethyl)carbamoyl)-1H-pyrazole-5-carboxylate CN1N=C(C=C1C(=O)OCCC)C(NCCNC1=NC=CC2=CC=C(C=C12)C1=NOC(=N1)C)=O